O1CC(CC12CNCC2)N(C(O)=O)C=2N=CC1=CC(=C(C=C1C2)C2=C(C1=C(OCCN1)N=C2)C)F.OCCNC(CCCCCCC)CCCCCCCCC 8-((2-hydroxyethyl)amino)heptadecane 1-Oxa-7-azaspiro[4.4]nonan-3-yl-(7-fluoro-6-(8-methyl-2,3-dihydro-1H-pyrido[2,3-b][1,4]oxazin-7-yl)isoquinolin-3-yl)carbamate